N1=C(C=CC=C1)NC1=NC=CC(=N1)C=O (2-(Pyridin-2-ylamino)pyrimidin-4-yl)methanone